2-(1H-pyrazol-3-yl)-7-(trifluoromethyl)[1,2,4]triazolo[1,5-c]quinazolin N1N=C(C=C1)C1=NN2C=NC=3C(=CC=CC3C2=N1)C(F)(F)F